N-tert-Butyl-4-(2,3-dihydrobenzofuran-3-carbonylamino)pyridine-2-carboxamide C(C)(C)(C)NC(=O)C1=NC=CC(=C1)NC(=O)C1COC2=C1C=CC=C2